3-amino-N-((3-(difluoromethoxy)pyridin-2-yl)methyl)-5-(4-fluorophenyl)-6-(1-methyl-6-oxo-1,6-dihydropyridin-3-yl)pyrazine-2-carboxamide NC=1C(=NC(=C(N1)C1=CC=C(C=C1)F)C1=CN(C(C=C1)=O)C)C(=O)NCC1=NC=CC=C1OC(F)F